3,4-dihydroxybutanesulfonate sodium [Na+].OC(CCS(=O)(=O)[O-])CO